2-methoxy-4-morpholino-5-nitrobenzene COC1=CC=C(C(=C1)N1CCOCC1)[N+](=O)[O-]